N-((5S,8S)-8-(2-chloro-5-fluorophenyl)-3-(methylcarbamoyl)-6-oxo-5-(piperazin-1-ylmethyl)-5,6,7,8-tetrahydroimidazo[1,5-a]pyrazin-1-yl)benzo[d]isothiazole-3-carboxamide ClC1=C(C=C(C=C1)F)[C@H]1C=2N([C@H](C(N1)=O)CN1CCNCC1)C(=NC2NC(=O)C2=NSC1=C2C=CC=C1)C(NC)=O